(1R,2S,5R)-3-menthylmethoxyacetate [C@@H]1(CC(C(CC1)C(C)C)COCC(=O)[O-])C